CO[Ti](OCC(C)C)(OC)OC Trimethoxyisobutoxytitanium